C(=C)OCCC1C(CCC)O1 vinyl-3,4-epoxyheptyl ether